C(CCCCC)C(CCCCCCCCC(=O)OCC=1C(=C(C(=NC1)C)O)CO)(CCCCCC)CCCCCC pyridoxine tri-hexyl-caprate